4-methylfuran-2-yl-but-1,3-diynyl-benzamide CC=1C=C(OC1)C=1C(=C(C(=O)N)C=CC1)C#CC#C